tert-butyl 2,7-dimethyl-3-[[[1-(trifluoromethyl) cyclopropyl] amino] methyl]-5,7-dihydro-4H-pyrazolo[3,4-c]pyridine-6-carboxylate CN1N=C2C(N(CCC2=C1CNC1(CC1)C(F)(F)F)C(=O)OC(C)(C)C)C